COC1=CC=C(C=C1)C=1C=CC=C2C=NC(=NC12)NC1=CC=C(C=C1)N1CCN(CC1)C(C)=O 8-(4-(methoxy)phenyl)-N-(4-(4-acetylpiperazin-1-yl)phenyl)quinazolin-2-amine